N-(2-hydroxy-5-mercaptophenyl)-2-hydroxybenzoamide OC1=C(C=C(C=C1)S)NC(C1=C(C=CC=C1)O)=O